C(C1=CC=CC=C1)N(C=1C(=NC(=C(C1)F)Br)OC)CC1=CC=CC=C1 N,N-dibenzyl-6-bromo-5-fluoro-2-methoxy-pyridine-3-amine